3-(tert-butoxy)butyric acid C(C)(C)(C)OC(CC(=O)O)C